COC=1C=C2CCN(C(C2=CC1)C1=CC=C(C=C1)C)C 6-methoxy-2-methyl-1-(p-tolyl)-1,2,3,4-tetrahydroisoquinoline